(4R)-4'-chloro-4-methyl-2-((4-(4-(((3-nitro-4-(((R)-4-oxo-1-(phenylthio)butan-2-yl)amino)phenyl)sulfonyl)carbamoyl)phenyl)piperazin-1-yl)methyl)-[1,1'-bi(cyclohexane)] ClC1CCC(CC1)C1C(C[C@@H](CC1)C)CN1CCN(CC1)C1=CC=C(C=C1)C(NS(=O)(=O)C1=CC(=C(C=C1)N[C@@H](CSC1=CC=CC=C1)CC=O)[N+](=O)[O-])=O